3-(5-(Azetidin-3-yl)pyridin-2-ylamino)-5-bromo-1-methylpyridin-2(1H)-one N1CC(C1)C=1C=CC(=NC1)NC=1C(N(C=C(C1)Br)C)=O